FC(CCN1N=NC2=C1C=C(C=C2)C=2C(=CN1N=C(N=C(C12)OC)N[C@@H]1[C@@H](CN(CC1)C(C)=O)F)F)F 1-((3R,4S)-4-((5-(1-(3,3-difluoropropyl)-1H-benzo[d][1,2,3]triazol-6-yl)-6-fluoro-4-methoxypyrrolo[2,1-f][1,2,4]triazin-2-yl)amino)-3-fluoropiperidin-1-yl)ethan-1-one